CNCCOP(=O)(O)OP(=O)(O)OC[C@@H]1[C@H]([C@H]([C@@H](O1)N2C=CC(=NC2=O)N)O)O The molecule is a nucleotide-(amino alcohol) that is the N-methyl derivative of CDP-ethanolamine. It is a phosphoethanolamine and a member of nucleotide-(amino alcohol)s. It derives from a CDP-ethanolamine. It is a conjugate acid of a CDP-N-methylethanolamine(1-).